BrC1=CN=C(S1)CCC#N 3-(5-Bromothiazol-2-yl)propionitrile